ClC=1C=NC=C(C1[C@@H](C)OC=1C=C2C(=NN(C2=CC1F)C1OCCCC1)C=1C=NC(=C(C#N)C1)N1CC2(CC2)C1)Cl 5-(5-((R)-1-(3,5-Dichloropyridin-4-yl)ethoxy)-6-fluoro-1-(tetrahydro-2H-pyran-2-yl)-1H-indazol-3-yl)-2-(5-azaspiro[2.3]hexan-5-yl)nicotinonitrile